C1(=CC=CC2=CC=CC=C12)NC1=NC(=NC(=N1)N)N naphthyl-melamine